1,2,2,6,6-pentamethylpiperidine-4-acrylate CN1C(CC(CC1(C)C)C=CC(=O)[O-])(C)C